2,4''-dibromo-1,1':4',1''-terphenyl BrC1=C(C=CC=C1)C1=CC=C(C=C1)C1=CC=C(C=C1)Br